COC(=O)C1CC(=O)C(CC1=O)C(=O)OC Dimethyl succinyl succinate